4-pentylnonyl 8-[2-aminoethyl-[7,7-dimethyl-8-oxo-8-(4-pentylnonoxy) octyl]amino]-2,2-dimethyl-octanoate NCCN(CCCCCCC(C(=O)OCCCC(CCCCC)CCCCC)(C)C)CCCCCCC(C(OCCCC(CCCCC)CCCCC)=O)(C)C